2-[4-(2-bromoacetyl)phenoxy]-acetic acid BrCC(=O)C1=CC=C(OCC(=O)O)C=C1